COC(C1=CC(=CC(=C1)S(=O)(=O)N1CCCC1)C=1SC(=CN1)C)=O 3-(5-Methylthiazol-2-yl)-5-(pyrrolidin-1-ylsulfonyl)benzoic acid methyl ester